(5-(1,3-Dioxolan-2-yl)pyridin-2-yl)indoline O1C(OCC1)C=1C=CC(=NC1)N1CCC2=CC=CC=C12